NC1=NC2=CC=C(C=C2C=C1C)C(=O)N(CC1=NC=C(C=C1)C(F)(F)F)CC=1C=NC=CC1 2-amino-3-methyl-N-(3-pyridinylmethyl)-N-((5-(trifluoromethyl)-2-pyridinyl)methyl)-6-quinolinecarboxamide